C(N)(OC1CN(CCC1)C=1C=C(N2N=CN=C(C21)N)Br)=O (1-(4-amino-7-bromopyrrolo[2,1-f][1,2,4]triazin-5-yl) piperidin-3-yl) carbamate